7-(3-methyl-3-azaspiro[5.5]undecan-9-yl)-5-(4-phenoxyphenyl)-7H-pyrrolo[2,3-d]pyrimidin-4-amine CN1CCC2(CC1)CCC(CC2)N2C=C(C1=C2N=CN=C1N)C1=CC=C(C=C1)OC1=CC=CC=C1